OC(CC(=O)[O-])C β-hydroxybutyrate